NC1=C2C(=NC=N1)N(N=C2C2=CC=C(C=C2)OC2=CC=CC=C2)C2CCN(CC2)C2CCN(CC2)C2CN(C2)C=2C=C1CN(C(C1=CC2)=O)C2C(NC(CC2)=O)=O 3-[5-[3-[4-[4-[4-amino-3-(4-phenoxyphenyl)pyrazolo[3,4-d]pyrimidin-1-yl]-1-piperidyl]-1-piperidyl]azetidin-1-yl]-1-oxo-isoindolin-2-yl]piperidine-2,6-dione